N[C@@H](CC1=CNC=N1)C(=O)O.C(CCC(=O)O)(=O)O succinic acid-histidine salt